NC1=C2C(=NC=N1)N(N=C2I)C2CCN(CC2)C(=O)OCCCC butyl 4-(4-amino-3-iodo-1H-pyrazolo[3,4-d]pyrimidin-1-yl)piperidine-1-carboxylate